COC1CC2=C(N=C(S2)C2=C3N=CC(=NC3=CC(=C2)C)OC)CC1 6-methoxy-2-(2-methoxy-7-methylquinoxalin-5-yl)-4,5,6,7-tetrahydrobenzo[d]thiazole